BrC=1C=CC2=C(N(CCN(C2=O)C[C@H]2OC(N3CC=4C=CC=CC4C[C@H]32)=O)CC)C1 (1R,10aS)-1-((8-bromo-1-ethyl-5-oxo-1,2,3,5-tetrahydro-4H-benzo[e][1,4]Diazepine-4-yl)methyl)-1,5,10,10a-tetrahydro-3H-oxazolo[3,4-b]isoquinolin-3-one